C(C1=CC=CC=C1)ON=C1C(CC2=CC(=CC=C12)OC)CC1=CC=C(C=C1)Cl ((E)-4-chlorobenzyl)-5-methoxy-2,3-dihydro-1H-inden-1-one-O-benzyl oxime